3-chloro-1H-indole ClC1=CNC2=CC=CC=C12